NC1=NC2=CC(=CC=C2C=C1Cl)CCC=1[C@H]([C@H]([C@@H](C1)N1C=CC=2C1=NC=1N(C2)C=CN1)O)O (1s,2r,5r)-3-(2-(2-amino-3-chloroquinolin-7-yl)ethyl)-5-(8H-imidazo[1,2-a]pyrrolo[2,3-d]pyrimidin-8-yl)cyclopent-3-ene-1,2-diol